CN(N1CCNCC1)C 1-(dimethylamino)piperazine